O=S1(NCCC1)=O 1,1-dioxidoisothiazolidin